[O-]CCCC.C(CCCCCC(C)(C)C)(=O)[O-].C(CCCCCC(C)(C)C)(=O)[O-].C(CCCCCC(C)(C)C)(=O)[O-].[Ti+4] titanium trineodecanoate n-butoxide